(2-bromo-3-fluoro-4,6-dimethoxyphenyl)methanol BrC1=C(C(=CC(=C1F)OC)OC)CO